2-((1-(6-methyl-1-oxo-2-(5,6,7,8-tetrahydroquinolin-7-yl)isoindolin-4-yl)ethyl)amino)benzoic acid CC1=CC(=C2CN(C(C2=C1)=O)C1CCC=2C=CC=NC2C1)C(C)NC1=C(C(=O)O)C=CC=C1